FC=1C=CC(=NC1)COC=1C=C2CN(C(C2=CC1)=O)C1=NNC(C=C1)=O 5-[(5-fluoro-2-pyridinyl)methoxy]-2-(6-oxo-1H-pyridazin-3-yl)isoindolin-1-one